C(C)SC[C@H](N)C(=O)O S-ethyl-L-Cysteine